C(\C=C\C(=O)O)(=O)N fumaric acid monoamide